COC(CN1C=NC2=C1C=C(C=C2)C(=O)O)C (2-methoxypropyl)-1H-benzo[d]imidazole-6-carboxylic acid